C(C)(C)(C)OC(=O)N1CCN(C2=CC=CC(=C12)OC)C1=CC2=C(N=C(N=C2)NC2=CC=C(C=C2)OCCN(C)C)N(C1=O)C 4-[2-[4-[2-(dimethylamino)ethoxy]anilino]-8-methyl-7-oxo-pyrido[2,3-d]pyrimidin-6-yl]-8-methoxy-2,3-dihydroquinoxaline-1-carboxylic acid tert-butyl ester